Ethyl 2-(((1r,4r)-4-((tert-butyldimethylsilyl)oxy)cyclohexyl)(5-chloro-3-nitropyridin-2-yl)amino)-2-oxoacetate [Si](C)(C)(C(C)(C)C)OC1CCC(CC1)N(C(C(=O)OCC)=O)C1=NC=C(C=C1[N+](=O)[O-])Cl